P(=O)(OC1=C(C(=NN1C1=NC=CC(=C1)CC1=CC(=CC(=C1)C(F)(F)F)F)C)C(N)=O)(O)O (4-carbamoyl-1-(4-(3-fluoro-5-(trifluoromethyl)benzyl)pyridine-2-yl)-3-methyl-1H-pyrazol-5-yl) dihydrogen phosphate